C(#N)N1C(CCC1)C1=NOC(=N1)C=1C=C(C=CC1)N1N=CC(=C1)C#N 1-(3-(3-(1-Cyanopyrrolidin-2-yl)-1,2,4-oxadiazol-5-yl)phenyl)-1H-pyrazole-4-carbonitrile